C(C)(C)(C)OC(=O)N[C@@H]([C@@H](C(=O)N[C@H](C(=O)O)C1=CC=CC=C1)O)CC1=CC=CC=C1 (2S)-2-[[(2S,3R)-3-(tert-butoxycarbonylamino)-2-hydroxy-4-phenyl-butanoyl]amino]-2-phenyl-acetic acid